C(C)(C)(C)OC(=O)NC(C(=O)O)C(C=C)(C)C 2-((Tert-butoxycarbonyl)amino)-3,3-dimethylpent-4-enoic acid